3-(3'-nitro-4'-hydroxyphenyl)-1,1,3-trimethyl-2,3-dihydro-1H-inden-5-ol [N+](=O)([O-])C=1C=C(C=CC1O)C1(CC(C2=CC=C(C=C12)O)(C)C)C